C(C)(C)(C)OC(=O)N1CC2(C1)CC(C2)N2N=C(C=C2C)B(O)O (1-(2-(tert-butoxycarbonyl)-2-azaspiro[3.3]heptan-6-yl)-5-methyl-1H-pyrazol-3-yl)boronic acid